5-(4-fluoroindolin-5-yl)-2,7-dimethyl-7H-pyrrolo[2,3-d]pyrimidin-4-amine hydrochloride Cl.FC1=C2CCNC2=CC=C1C1=CN(C=2N=C(N=C(C21)N)C)C